Tert-butyl (E)-(3-(4-(4-(3-(pyridin-3-yl)acrylamido)butyl)piperidine-1-carbonyl)phenyl)carbamate N1=CC(=CC=C1)/C=C/C(=O)NCCCCC1CCN(CC1)C(=O)C=1C=C(C=CC1)NC(OC(C)(C)C)=O